NC1=NC=NN2C1=C(C=C2C2=NN(C=C2)CC(=O)N(C)C)C2=CC(=C(C=C2)NC(OC(C)(C)C)=O)OC tert-Butyl (4-(4-amino-7-(1-(2-(dimethylamino)-2-oxoethyl)-1H-pyrazol-3-yl)pyrrolo[2,1-f][1,2,4]triazin-5-yl)-2-methoxyphenyl)carbamate